N[C@@H](CC(=O)OCC)C=1C=C(C=C(C1F)C)C1=C(C=C(C=C1C)Cl)O ethyl (3S)-3-amino-3-{4'-chloro-4-fluoro-2'-hydroxy-5,6'-dimethyl-[1,1'-biphenyl]-3-yl}propanoate